COC(C1=C(C=C(C=C1)C#CC(CC#N)(C)C)OC)=O 4-(4-cyano-3,3-dimethyl-but-1-ynyl)-2-methoxy-benzoic acid methyl ester